C(C)C1CN(CCCN1)C1=NC=C(C(=N1)NC=1C=C2C=NNC2=CC1)F N-(2-(3-ethyl-1,4-diazepan-1-yl)-5-fluoropyrimidin-4-yl)-1H-indazol-5-amine